CC1(C=CC(C=C1)(OOC(C)(C)C)C)OOC(C)(C)C 2,5-dimethyl-2,5-bis(t-butylperoxy)benzene